5-(1,3-Benzothiazole-6-sulfonyl)-N-(1H-1,2,3-triazol-5-ylmethyl)-1H,2H,3H,4H,5H,6H-pyrrolo[3,4-c]pyrrole-2-carboxamide S1C=NC2=C1C=C(C=C2)S(=O)(=O)N2CC1=C(C2)CN(C1)C(=O)NCC1=CN=NN1